4-((2S,5R)-4-((S)-1-(4-Chloro-2-fluorophenyl)-2-methylpropyl)-2,5-dimethylpiperazin-1-yl)-2-methyl-1-(((S)-tetrahydrofuran-2-yl)methyl)-1H-[1,2,4]triazolo[3,4-b]purine ClC1=CC(=C(C=C1)[C@H](C(C)C)N1C[C@@H](N(C[C@H]1C)C=1C=2N=C(N(C2N2C(N1)=NN=C2)C[C@H]2OCCC2)C)C)F